[Be].OC1=C(C=CC=C1)C1=NC=CC=C1.OC1=C(C=CC=C1)C1=NC=CC=C1 Bis(2-(2-hydroxyphenyl)pyridine) beryllium